C(C1=CC=CC=C1)OC(=O)N[C@@H](CC(=O)OC(C)(C)C)COC tert-butyl (3S)-3-[[(benzyloxy)carbonyl]amino]-4-methoxybutanoate